FC1(CCN(CC1)C(=O)C=1C=C2C(=NC1)N(C=C2)C=2C=NC=C(C(=O)O)C2)F 5-(5-(4,4-difluoropiperidine-1-carbonyl)-1H-pyrrolo[2,3-b]pyridin-1-yl)nicotinic acid